CN1C(C(=CC1=O)C1(NC2=CC=CC=C2C1=O)C1=CC=C(C=C1)C)=O 1-Methyl-3-(3-oxo-2-(p-tolyl)indolin-2-yl)-1H-pyrrole-2,5-dione